B([O-])([O-])B([O-])[O-] Hypoborat